C(C)(C)(C)OC1C(NC(N1)=O)=O 5-tert-butoxy-hydantoin